C(C1=CC=CC=C1)NC([O-])=O.C(C1=CC=CC=C1)[NH3+] benzylammonium benzylcarbamate salt